trimethylolethane trimercaptopropionate SC(CC(=O)O)(S)S.C(O)C(C)(CO)CO